tert-butyl (R)-(2-amino-1-(4-(ethylsulfonyl)phenyl)ethyl)carbamate NC[C@@H](C1=CC=C(C=C1)S(=O)(=O)CC)NC(OC(C)(C)C)=O